[B].C1(=CC=CC2=CC=CC=C12)O.C1(=CC=CC2=CC=CC=C12)O dinaphthol boron